BrC=1N=C(C=2N(C1)C(=C(N2)C)C(=O)OCC)OC ethyl 6-bromo-8-methoxy-2-methylimidazo[1,2-a]pyrazine-3-carboxylate